(R)-5-(1-(3,5-Dichloropyridin-4-yl)ethoxy)-N-(1-(3-Hydroxycyclobutyl)-1H-Pyrazol-4-yl)-1H-Indazol-3-Carboxamid ClC=1C=NC=C(C1[C@@H](C)OC=1C=C2C(=NNC2=CC1)C(=O)NC=1C=NN(C1)C1CC(C1)O)Cl